2-(difluoromethyl)-5-(6-((4-(1-methyl-1H-indol-6-yl)-1H-1,2,3-triazol-1-yl)methyl)pyridin-3-yl)-1,3,4-oxadiazole FC(C=1OC(=NN1)C=1C=NC(=CC1)CN1N=NC(=C1)C1=CC=C2C=CN(C2=C1)C)F